diethylene glycol mono-ethyl ether disodium [Na].[Na].C(C)OCCOCCO